N1=C2C(=CC=C1)CCC2NC(=O)C=2N=C(SC2)CCNC(OC(C)(C)C)=O tert-butyl N-{2-[4-({5H,6H,7H-cyclopenta[b]pyridin-7-yl}carbamoyl)-1,3-thiazol-2-yl]ethyl}carbamate